ClC1=C(C=CC=C1)C=1N=C(SC1)NC(=O)C1CCC(CC1)N1CCN(CC1)S(=O)(=O)C (1s,4s)-N-(4-(2-chlorophenyl)thiazol-2-yl)-4-(4-(methylsulfonyl)piperazin-1-yl)cyclohexane-1-carboxamide